N-(4-chloro-2,5-difluorophenyl)-6,7,8,9-tetrahydro-1H-benzo[g]indole-3-sulfonamide ClC1=CC(=C(C=C1F)NS(=O)(=O)C1=CNC2=C3C(=CC=C12)CCCC3)F